C[N+]1([C@@H]2CC(C[C@H]1[C@H]3[C@@H]2O3)OC(=O)[C@H](CO)C4=CC=CC=C4)C.[Br-] The molecule is a quaternary ammonium salt resulting from the reaction of the amino group of scopolamine with methyl bromide. It has a role as a muscarinic antagonist, an antiemetic, an antispasmodic drug and a parasympatholytic. It is a quaternary ammonium salt and a bromide salt. It derives from a scopolamine.